FC(C(=O)O)(F)F.CC1(COC2=NC(=CC=C21)CNC2CCCC=1C=CC=NC21)C N-((3,3-dimethyl-2,3-dihydrofuro[2,3-b]pyridin-6-yl)methyl)-5,6,7,8-tetrahydroquinolin-8-amine trifluoroacetate